1-cyclopropyl-5,6-difluoro-2-(5-fluoro-4-methylpyridine-3-yl)-1H-benzo[d]imidazole C1(CC1)N1C(=NC2=C1C=C(C(=C2)F)F)C=2C=NC=C(C2C)F